Isopropyl Malate C(C(O)CC(=O)[O-])(=O)OC(C)C